CNC=1NC(C=2[N+](=CN([C@H]3[C@H](OC)[C@H](O)[C@@H](CO)O3)C2N1)C)=O N2,7-dimethyl-2'-O-methylguanosine